ClC1=CC=C(C=C1)C=1N=C(NC1C)C=1SC=CC1 4-(4-chlorophenyl)-5-methyl-2-(2-thienyl)imidazole